(R)-N-((S)-1-(4-(3,3-dimethyl-2-oxoindolin-1-yl)piperidin-1-yl)-1-oxo-4-phenylbutan-2-yl)piperidine-3-carboxamide L-tartrate C(=O)(O)[C@H](O)[C@@H](O)C(=O)O.CC1(C(N(C2=CC=CC=C12)C1CCN(CC1)C([C@H](CCC1=CC=CC=C1)NC(=O)[C@H]1CNCCC1)=O)=O)C